CN1CCCNCCCN(CCC1)CC=1OC=CN1 methyl-9-[(1,3-oxazol-2-yl)methyl]-1,5,9-triazacyclododecan